C1(=CC=CC=C1)C1(COCC1)C#N 3-phenyltetrahydrofuran-3-carbonitrile